NC1CCN(CC1)C1=C(N=NC=C1C1=CC(=CC(=C1)C)F)C=1NC2=CC(=CC=C2C1)C(=O)N 2-[4-(4-aminopiperidin-1-yl)-5-(3-fluoro-5-methylphenyl)pyridazin-3-yl]-1H-indole-6-carboxamide